BrC1=NNC2=NC(=NC(=C21)C#N)N2CCC1(CC2)[C@@H](C2=CC=CC=C2C1)N[S@](=O)C(C)(C)C (R)-N-((S)-1'-(3-bromo-4-cyano-1H-pyrazolo[3,4-d]pyrimidin-6-yl)-1,3-dihydrospiro[indene-2,4'-piperidine]-1-yl)-2-methylpropane-2-sulfinamide